(S)-2-(((((S)-1-carboxy-5-(4-[125I]iodobenzamido)pentyl)oxy)carbonyl)amino)Pentanedioic Acid C(=O)(O)[C@H](CCCCNC(C1=CC=C(C=C1)[125I])=O)OC(=O)N[C@H](C(=O)O)CCC(=O)O